O=C1C(=CNC2=CC=CC=C12)C(=O)O 1,4-dihydro-4-oxoquinoline-3-carboxylic acid